C[C@H]1CN(CCN1C=1C2=C(N=C(N1)OC[C@H]1N(CCC1)C)CN(CC2)C2=CC=CC1=CC=CC(=C21)C([2H])([2H])[2H])C(C=C)=O 1-((S)-3-methyl-4-(7-(8-(methyl-d3)naphthalen-1-yl)-2-(((S)-1-methylpyrrolidin-2-yl)methoxy)-5,6,7,8-tetrahydropyrido[3,4-d]pyrimidin-4-yl)piperazin-1-yl)-2-propen-1-one